CN1CCC(CC1)N1CCC(CC1)=O 1'-methyl-[1,4'-bipiperidin]-4-one